C1(=CC=CC=C1)C1=C(C(=CC(=C1)C1=CC=CC=C1)C1=CC=CC=C1)C1=CC(=CC=C1)N(C1=CC=C(C=C1)C1=CC=C(C=C1)C1=CC=CC=C1)C1=CC=CC=C1 (3',5'-diphenyl-1,1':2',1''-terphenyl-3''-yl)-phenyl-(1,1':4',1''-terphenyl-4-yl)-amine